2,2-dimethylolbutanol tripropionate C(CC)(=O)O.C(CC)(=O)O.C(CC)(=O)O.C(O)C(CO)(CC)CO